BrC1=C2C=NN(C2=CC(=C1I)Cl)C1OCCCC1 4-bromo-6-chloro-5-iodo-1-(oxan-2-yl)indazole